C(=O)OC1=C(C=CC(=C1)C(F)(F)F)C1=C2C(=C(N=N1)NCC1CCN(CC1)CCO)C=NC=C2 2-[4-({[1-(2-hydroxyethyl)piperidin-4-yl]methyl}amino)pyrido[3,4-d]pyridazin-1-yl]-5-(trifluoromethyl)phenol formate